CN1CC2(CC2C1)C#CC1=C(C=C2C(=NC=NC2=C1)NC1=CC(=C(C=C1)OC1=CC=2N(C=C1)N=CN2)C)[N+](=O)[O-] 7-[2-(3-methyl-3-azabicyclo[3.1.0]hexan-1-yl)ethynyl]-N-[3-methyl-4-([1,2,4]triazolo[1,5-a]pyridin-7-yloxy)phenyl]-6-nitro-quinazolin-4-amine